(2R,3R,4R,5S)-3,4,5-tris(benzyloxy)-1-(((R)-1-(2-fluorophenyl)pyrrolidin-3-yl)methyl)-2-methylpiperidine C(C1=CC=CC=C1)O[C@@H]1[C@H](N(C[C@@H]([C@H]1OCC1=CC=CC=C1)OCC1=CC=CC=C1)C[C@@H]1CN(CC1)C1=C(C=CC=C1)F)C